COC1=C(C(=CC=C1)OC)C1=NOC(=N1)C1=CC2=C(N(N=N2)C(C)C)C=C1 3-(2,6-dimethoxy-phenyl)-5-(1-isopropyl-benzotriazol-5-yl)-1,2,4-oxadiazole